NC=1N=C(C2=C(N1)C=NN2CC2=C(C=C(C=C2)C2CN(CCN2)C(CCN(C)C)=O)OC)N[C@H](CCO)CCC 1-(3-{4-[(5-amino-7-{[(3S)-1-hydroxyhexan-3-yl]amino}-1H-pyrazolo[4,3-d]pyrimidin-1-yl)methyl]-3-methoxyphenyl}piperazin-1-yl)-3-(dimethylamino)propan-1-one